1-(3-fluorobenzyl)-3-methyl-5-(1,3,5-trimethyl-1H-pyrazol-4-yl)-1,3-dihydro-2H-benzo[d]imidazol-2-one FC=1C=C(CN2C(N(C3=C2C=CC(=C3)C=3C(=NN(C3C)C)C)C)=O)C=CC1